Cl.[C@H]12CNC[C@@H]2C1C(=O)OCC (1R,5S)-ethyl 3-azabicyclo[3.1.0]hexane-6-carboxylate hydrochloride